1-[(1H-pyrrol-2-yl)methyl]-2'-(quinolin-3-yl)-5',6'-dihydrospiro[azetidine-3,4'-pyrrolo[1,2-b]pyrazole] N1C(=CC=C1)CN1CC2(CCN3N=C(C=C32)C=3C=NC2=CC=CC=C2C3)C1